CC1(CN(C1)C(=O)C=1N=NC=C(C1)N1CCN(CC1)[C@@H]1[C@@H]2C=C(C[C@H]1CC2)C2=CC=CC=C2)O |r| rac-3-methyl-1-(5-{4-[(1S,5R,8S)-3-phenylbicyclo[3.2.1]oct-2-en-8-yl]piperazin-1-yl}pyridazine-3-carbonyl)azetidin-3-ol